1,3-diaminotrisilane N[SiH2][SiH2][SiH2]N